5-benzyl-4,5,6,7-tetrahydro-1H-pyrazolo[4,3-c]pyridine-3-carboxylic acid ethyl ester C(C)OC(=O)C1=NNC2=C1CN(CC2)CC2=CC=CC=C2